(R)-5-(5,5-dimethyl-1,1-dioxoisothiazolidin-2-yl)-3,3-difluoropiperidine-1-carboxylic acid 5-chloropyridin-2-yl ester ClC=1C=CC(=NC1)OC(=O)N1CC(C[C@H](C1)N1S(C(CC1)(C)C)(=O)=O)(F)F